Methyl 3-((((S)-3-cyclopropyl-2-(2-((S)-1-(2,3-difluorobenzyl)-5-oxopyrrolidin-2-yl)acetamido)propanoyl)oxy)methyl)benzoate C1(CC1)C[C@@H](C(=O)OCC=1C=C(C(=O)OC)C=CC1)NC(C[C@H]1N(C(CC1)=O)CC1=C(C(=CC=C1)F)F)=O